C1C2CC3(CC1CC(C2)(C3)O)O adamantanediol